N-(2-((5-((cyclopentylmeth-yl)amino)-7-(2,6-dichloro-3,5-dimethoxyphenyl)-2,6-naphthyridin-3-yl)amino)-3-methylphenyl)acrylamide C1(CCCC1)CNC1=C2C=C(N=CC2=CC(=N1)C1=C(C(=CC(=C1Cl)OC)OC)Cl)NC1=C(C=CC=C1C)NC(C=C)=O